1-(2-(4'-((2-methoxyethoxy)methyl)-[1,1'-biphenyl]-4-yl)propan-2-yl)-3-(3-methylquinuclidin-3-yl)urea COCCOCC1=CC=C(C=C1)C1=CC=C(C=C1)C(C)(C)NC(=O)NC1(CN2CCC1CC2)C